((6-(difluoromethoxy)-2-(3''-fluoro-2,2'-dimethyl-4''-(pyrrolidin-1-ylmethyl)-[1,1':3',1''-terphenyl]-3-yl)benzo[d]oxazol-5-yl)methyl)-L-proline FC(OC1=CC2=C(N=C(O2)C=2C(=C(C=CC2)C2=C(C(=CC=C2)C2=CC(=C(C=C2)CN2CCCC2)F)C)C)C=C1CN1[C@@H](CCC1)C(=O)O)F